(E)-4-(4-(2-(2-(2-aminoethoxy)ethoxy)ethoxy)styryl)-N-methylaniline NCCOCCOCCOC1=CC=C(/C=C/C2=CC=C(NC)C=C2)C=C1